FC1=C(C=CC=C1)C1=CN(C=2N=CN=C(C21)N2C1(CC1)CNCC2)C=2C=C(C#N)C=CN2 2-(5-(2-fluorophenyl)-4-(4,7-diazaspiro[2.5]octan-4-yl)-7H-pyrrolo[2,3-d]pyrimidin-7-yl)isonicotinonitrile